C(C)(C)(C)OC(=O)NC=1C=C(CN2C(C3=CC=C(C=C3C=N2)SCCC(=O)OCC(CCCC)CC)=O)C=CC1 2-ethylhexyl 3-((2-(3-((tert-butoxycarbonyl)amino)benzyl)-1-oxo-1,2-dihydrophthalazin-6-yl)thio)propanoate